S(=O)(=O)(O)C(C(=O)OCCCCCCCCCCCCCCCCCCCC(C(=O)O)C(=O)O)CC(=O)N.[Na] sodium dicarboxylethylstearyl sulfosuccinamate